3-(2-acetamido-ethyl)-1H-indol-7-yl acetate C(C)(=O)OC=1C=CC=C2C(=CNC12)CCNC(C)=O